methyl 2-(4-fluorophenyl)-6-((3-(1-methyl-3-(thiazol-4-yl)-1H-pyrazole-5-carbonyl)-3-azabicyclo[3.1.0]hexan-6-yl)oxy)isonicotinate FC1=CC=C(C=C1)C=1C=C(C(=O)OC)C=C(N1)OC1C2CN(CC12)C(=O)C1=CC(=NN1C)C=1N=CSC1